CC1CC2C(CC1COC(CCCCC(=O)OCC1CC3C(CC1C)O3)=O)O2 Bis(3,4-epoxy-6-methyl-cyclohexylmethyl)adipat